tert-butyl-dimethyl-[(3S)-3-(2-methylpyrazol-3-yl)oxybutoxy]silane C(C)(C)(C)[Si](OCC[C@H](C)OC=1N(N=CC1)C)(C)C